C(C)OC(C(=C)CO)=O ethyl-α-(hydroxymethyl)acrylate